NCCOCCOCCOCCC(=O)NC1CCC=2N(C3=C(C(=CC=C3C2C=2C=NNC2)Cl)Cl)C1 3-[2-[2-(2-Aminoethoxy)ethoxy]ethoxy]-N-[3,4-dichloro-10-(1H-pyrazol-4-yl)-6,7,8,9-tetrahydropyrido[1,2-a]indol-7-yl]propanamide